[Se]1N=CC2=C1C=CC=C2 Aza-Benzoselenophen